BrC=1C=C(N(C1)CCO)C=O 4-bromo-1-(2-hydroxyethyl)-1H-pyrrole-2-carboxaldehyde